CC1C2C3C4C=CC(C3C(C1)C2)C4 8-methyltetracyclo[4.4.0.12,5.17,10]-3-dodecene